C(C=C)(=O)CCC[Si](OCC)(OCC)OCC γ-acryloylpropyltriethoxysilane